ClC1=C(C(=CC=C1)N1CCN(CC1)C(C)C)NC(=O)N1C[C@](CC1)(C)OC1=CC=C(C=C1)Cl (3R)-N-[2-chloro-6-(4-isopropylpiperazin-1-yl)phenyl]-3-(4-chlorophenoxy)-3-methylpyrrolidine-1-carboxamide